C1NCCC12OCCNC2 6-oxa-2,9-diazaspiro[4.5]decane